N-(4-(2-(1H-Indol-5-yl)propyl)-6-(((R)-1-hydroxy-4-methylpentan-2-yl)amino)-1,3,5-triazin-2-yl)methanesulfonamide N1C=CC2=CC(=CC=C12)C(CC1=NC(=NC(=N1)N[C@@H](CO)CC(C)C)NS(=O)(=O)C)C